CC1=[N+](C=CC(=C1C)Cl)[O-] 2,3-dimethyl-4-chloropyridine-1-oxide